[7-(7-methyl-1-naphthyl)-2-[[(2S)-1-methylpyrrolidin-2-yl]methoxy]-6,8-dihydro-5H-pyrido[3,4-d]pyrimidin-4-yl] trifluoromethanesulfonate FC(S(=O)(=O)OC=1C2=C(N=C(N1)OC[C@H]1N(CCC1)C)CN(CC2)C2=CC=CC1=CC=C(C=C21)C)(F)F